N-(4-{4-[6-amino-2-(4,4-difluoropiperidin-1-yl)pyrimidin-4-yl]-1H-1,2,3-triazole-1-yl}-3-{6-azaspiro[2.5]octane-6-yl}phenyl)-2-hydroxyethane-1-sulfonamide NC1=CC(=NC(=N1)N1CCC(CC1)(F)F)C=1N=NN(C1)C1=C(C=C(C=C1)NS(=O)(=O)CCO)N1CCC2(CC2)CC1